C(C1CO1)OCCC[Si](CC)(CC)OCC γ-glycidoxypropylethoxydiethylsilane